BrC1=C(C=C(C(=O)OC)C=C1)C methyl 4-bromo-3-methylbenzoate